2-methyl-9,12-dioxo-13-{3-[(1-oxodecyl) oxy] propyl}-5-oxa-2,8,13-triazahexadec-10-en-16-yl decanoate C(CCCCCCCCC)(=O)OCCCN(C(C=CC(NCCOCCN(C)C)=O)=O)CCCOC(CCCCCCCCC)=O